COC=1C(=CC=C2C(CCOC12)NC(C=C)=O)OC=1C=NC(=CC1)C(F)(F)F N-(8-methoxy-7-[{6-(trifluoromethyl)pyridin-3-yl}oxy]chroman-4-yl)acrylamide